FC1=C(C(=NC=C1)OC)CN (4-fluoro-2-methoxy-3-pyridyl)methanamine